CN1C(=NC(=C1)C(F)(F)F)C1=C(C=C(C=C1)CO)OC (4-(1-methyl-4-(trifluoromethyl)-1H-imidazol-2-yl)-3-methoxyphenyl)methanol